C(C)(C)(C)OC(=O)N1CCC(CC1)C=1SC(=C(N1)N(CC=C(C)C)C(=O)OC(C)(C)C)I 4-(4-((tert-Butoxycarbonyl)(3-methylbut-2-en-1-yl)amino)-5-iodothiazol-2-yl)piperidine-1-carboxylic acid tert-butyl ester